N=1N2C(=CC1)C(C1(C2)CCNCC1)N 4'h,6'h-spiro[piperidin-4,5'-pyrrolo[1,2-b]pyrazol]-4'-amine